2-chloro-N-(4-methoxy-3-nitrophenyl)acetamide tert-butyl-3-[4-[2-(2-amino-3-pyridyl)-5-(4-fluorophenyl)imidazo[4,5-b]pyridin-3-yl]phenyl]azetidine-1-carboxylate C(C)(C)(C)OC(=O)N1CC(C1)C1=CC=C(C=C1)N1C(=NC=2C1=NC(=CC2)C2=CC=C(C=C2)F)C=2C(=NC=CC2)N.ClCC(=O)NC2=CC(=C(C=C2)OC)[N+](=O)[O-]